C(#N)C1=C(C(=CC=C1)N1CCN(CC1)C(C)C)NC(=O)N1CC(C1)(C)OC1CCCCC1 N-(2-cyano-6-(4-isopropylpiperazin-1-yl)phenyl)-3-(cyclohexyloxy)-3-methylazetidine-1-carboxamide